C(C=C)(=O)N.C(C)(=O)OS(=O)(=O)C(C)=O diacetyl-sulfonic acid acrylamide